ClC=1C=CC(=C(C1)N1CON(CO1)C(C(=O)NC=1C=C2COC(C2=CC1)=O)CC1=CC=CC=C1)N1N=NN=C1 2-(4-(5-chloro-2-(1H-tetrazol-1-yl)phenyl)-2,5-dioxapiperazin-1-yl)-N-(1-oxo-1,3-dihydroisobenzofuran-5-yl)-3-phenylpropionamide